COC(=O)C1=NC2=CC=CC(=C2C=C1OC)OCC1=CC=CC=C1 5-(benzyloxy)-3-methoxyquinoline-2-carboxylic acid methyl ester